BrC1=CC=C(C2=N[Se]N=C21)Br 4,7-dibromo-2,1,3-benzoselenadiazole